C(C)(C)(C)OC(=O)NC(C(=O)OCC)C(NC1=CC=C2C=NN(C2=C1)C=1C=C(C=CC1)C)=O ethyl 2-((tert-butoxycarbonyl)amino)-3-oxo-3-((1-(m-tolyl)-1H-indazol-6-yl)amino)propanoate